OC(CCCCCCCCCCC(=O)[O-])CCCCCC 12-hydroxy-stearate